O1C(=CC=C1)/C=C/C(=O)OCC (E)-Ethyl 3-(2-Furyl)Acrylate